N-(2-acetamido-4-((4-(1-methyl-1H-indol-3-yl)-5-(trifluoromethyl)pyrimidin-2-yl)amino)phenyl)-N-(2-(dimethylamino)ethyl)acetamide C(C)(=O)NC1=C(C=CC(=C1)NC1=NC=C(C(=N1)C1=CN(C2=CC=CC=C12)C)C(F)(F)F)N(C(C)=O)CCN(C)C